C(C)(C)(C)OC(=O)N1[C@@H](CCC1)C=1C=C(C=C2CCN(CC12)C(=O)C=1C=NN2C1N=CC=C2)C=2C=C1C(=NC2)NC=C1C (S)-2-(6-(3-methyl-1H-pyrrolo[2,3-b]pyridin-5-yl)-2-(pyrazolo[1,5-a]pyrimidine-3-carbonyl)-1,2,3,4-tetrahydroisoquinolin-8-yl)pyrrolidine-1-carboxylic acid tert-butyl ester